methyl 6-(4-chlorobenzyl)-9-(4-cyano-2-fluorophenyl)-7,10-dioxo-2,6,9-triazaspiro[4.5]decane-2-carboxylate ClC1=CC=C(CN2C3(CCN(C3)C(=O)OC)C(N(CC2=O)C2=C(C=C(C=C2)C#N)F)=O)C=C1